CC(C)(C)[O-] tert-butylAt